(S)-4-(4-(1-((5-(2,4-difluorophenoxy)pyrazin-2-yl)amino)-1-oxopropan-2-yl)-2,2-dimethylpiperazine-1-carbonyl)-3-(hydroxymethyl)pyridine 1-oxide FC1=C(OC=2N=CC(=NC2)NC([C@H](C)N2CC(N(CC2)C(=O)C2=C(C=[N+](C=C2)[O-])CO)(C)C)=O)C=CC(=C1)F